C12(C(CC(CC1)C2)O)O Norbornanediol